(S)-3-((3S,4R,5R,6R)-4,5-dihydroxy-6-(hydroxymethyl)tetrahydro-2H-pyran-3-yl)-5-(methoxymethyl)oxazolidin-2-one O[C@@H]1[C@H](CO[C@@H]([C@@H]1O)CO)N1C(O[C@@H](C1)COC)=O